3-ethyltetrahydropyran-2,6-dione C(C)C1C(OC(CC1)=O)=O